C(C=C)(=O)N1C[C@H](OC[C@@H]1C)C1=CC(=NC(=C1)Cl)C1=CC(=NC=C1)C(=O)NC 4-((2R,5S)-4-acryloyl-5-methylmorpholin-2-yl)-6-chloro-N-methyl-[2,4'-bipyridine]-2'-carboxamide